5-Amino-1-(2-deuterio-2,2-difluoro-1-methyl-ethyl)-3-[4-(4,4,5,5-tetramethyl-1,3,2-dioxaborolan-2-yl)phenyl]pyrazole-4-carbonitrile NC1=C(C(=NN1C(C(F)(F)[2H])C)C1=CC=C(C=C1)B1OC(C(O1)(C)C)(C)C)C#N